FC1(CCC(CC1)CN1C2CN(CC1C2)C(=O)OC(C)(C)C)F tert-butyl 6-((4,4-difluorocyclohexyl)methyl)-3,6-diazabicyclo[3.1.1]heptane-3-carboxylate